3-methyl-2-[2-[(3R)-tetrahydrofuran-3-yl]pyrazolo[3,4-b]pyridin-6-yl]-5-(trifluoromethyl)phenol CC=1C(=C(C=C(C1)C(F)(F)F)O)C=1C=CC=2C(N1)=NN(C2)[C@H]2COCC2